C(/C1=CC=CC=C1)=N\C=1C=C(C=C(C1)O)O (E)-5-(benzylideneamino)benzene-1,3-diol